7-(2,8-dimethylimidazo[1,2-b]pyridazin-6-yl)-5-fluoro-3-(piperidin-4-yl)isoquinoline CC=1N=C2N(N=C(C=C2C)C2=CC(=C3C=C(N=CC3=C2)C2CCNCC2)F)C1